ClCCCCN1N=NC2=C1C=CC(=C2C)C(CC(=O)OCC)C2=CC(=C(C=C2)C)CN2S(OC1=C(C2)C(=C(C=C1)O)Cl)(=O)=O ethyl 3-[1-(4-chlorobutyl)-4-methyl-1H-benzotriazol-5-yl]-3-{3-[(5-chloro-6-hydroxy-2,2-dioxo-2H-1,2λ6,3-benzoxathiazin-3(4H)-yl)methyl]-4-methylphenyl}propanoate